6-acetyl-2-[[6-[4-[4-(chloromethyl)phenoxy]-1-piperidyl]-3-pyridyl]amino]-8-cyclopentyl-5-methyl-pyrido[2,3-d]pyrimidin-7-one C(C)(=O)C1=C(C2=C(N=C(N=C2)NC=2C=NC(=CC2)N2CCC(CC2)OC2=CC=C(C=C2)CCl)N(C1=O)C1CCCC1)C